3-(5-fluoro-2-nitrophenyl)propionic acid ethyl ester C(C)OC(CCC1=C(C=CC(=C1)F)[N+](=O)[O-])=O